11-(2-(6-(2-(8-oxa-3-azabicyclo-[3.2.1]octan-3-yl)thiazol-4-yl)-2,3-difluorophenoxy)acetamido)-N-(4-(2,6-dioxopiperidin-3-yl)phenyl)-undecanamide C12CN(CC(CC1)O2)C=2SC=C(N2)C2=CC=C(C(=C2OCC(=O)NCCCCCCCCCCC(=O)NC2=CC=C(C=C2)C2C(NC(CC2)=O)=O)F)F